6-cyclopropyl-2-(pyrrolidin-2-yl)imidazo[1,2-a]pyridine C1(CC1)C=1C=CC=2N(C1)C=C(N2)C2NCCC2